(2R)-3-methyl-2-[3-[[3-[2-(4-piperidyl)ethyl]azetidin-1-yl]isoxazol-5-yl]butanoyl]-N-[(1S)-1-[4-(4-methylthiazol-5-yl)phenyl]ethyl]pyrrolidine-2-carboxamide CC1[C@](NCC1)(C(=O)N[C@@H](C)C1=CC=C(C=C1)C1=C(N=CS1)C)C(CC(C)C1=CC(=NO1)N1CC(C1)CCC1CCNCC1)=O